amyl-ammonium C(CCCC)[NH3+]